BrC=1C2=C(C=NC1)N=C(S2)C 7-bromo-2-methyl-thiazolo[4,5-c]pyridine